diisobutyl 2-(cyclohexylmethyl)-2-isobutylsuccinate C1(CCCCC1)CC(C(=O)OCC(C)C)(CC(=O)OCC(C)C)CC(C)C